6-(2-(2-(8-oxa-2-azaspiro[4.5]decan-2-yl)ethyl)-1-methyl-1H-benzo[d]imidazol-6-yl)-8-(4-(difluoromethoxy)phenyl)-2-ethoxypyrido[2,3-d]pyrimidin-7(8H)-one C1N(CCC12CCOCC2)CCC2=NC1=C(N2C)C=C(C=C1)C1=CC2=C(N=C(N=C2)OCC)N(C1=O)C1=CC=C(C=C1)OC(F)F